C(=O)C=1C=NC(=NC1)N1N=C(C(=C1)C#N)OC 1-(5-formyl-pyrimidin-2-yl)-3-methoxy-1H-pyrazole-4-carbonitrile